ClC1=CC=C(C=C1)C(C(=O)OC)C methyl 2-(4-chlorophenyl)propanoate